ClC=1C=C(C=CC1C1=CC2=C(N=C(N=C2)NC)N2C1=NCC2)N2C(N(CC2)C)=O 1-(3-chloro-4-(2-(methylamino)-8,9-dihydroimidazo[1',2':1,6]pyrido[2,3-d]pyrimidin-6-yl)phenyl)-3-methylimidazolin-2-one